O=C1NC2=C(SC3=C1C=CC=C3)C=CC(=C2)S(=O)(=O)Cl 11-oxo-10,11-dihydrodibenzo[b,f][1,4]thiazepine-8-sulfonyl chloride